FC1CCN(CC1)C(=O)N1C(C2=CC(=C(C=C2CC1)OC)OCC)CCC1=CNC2=CC=C(C=C12)OC (4-fluoropiperidin-1-yl)(7-ethoxy-6-methoxy-1-(2-(5-methoxy-1H-indol-3-yl)ethyl)-3,4-dihydroisoquinolin-2(1H)-yl)methanone